C(#N)C1=CC(=C(COC2=NC(=NC=C2)N2N=C3C(=C2)CN(C3)CC3=NC2=C(N3C[C@H]3OCC3)C=C(C=C2)C(=O)OC)C=C1)F methyl (S)-2-((2-(4-((4-cyano-2-fluorobenzyl)oxy)pyrimidin-2-yl)-2,6-dihydropyrrolo[3,4-c]pyrazol-5(4H)-yl)methyl)-1-(oxetan-2-ylmethyl)-1H-benzo[d]imidazole-6-carboxylate